N(=[N+]=[N-])CC1=C2CCCOC2=CC=C1 5-(azidomethyl)chroman